ClC1=C(C=C(C=C1)N1CC(C2=NC(=CC=C21)C(=O)N2CC1C(C1C2)CC(=O)O)(C)C)F 2-(3-(1-(4-chloro-3-fluorophenyl)-3,3-dimethyl-2,3-dihydro-1H-pyrrolo[3,2-b]pyridine-5-carbonyl)-3-azabicyclo[3.1.0]hex-6-yl)acetic acid